ammonia triacetate cobalt tin [Sn+4].[Co+2].C(C)(=O)[O-].C(C)(=O)[O-].C(C)(=O)[O-].N